C1(CC1)[C@@H]1C[C@H](N(CC1)CC1=C2C=CNC2=C(C=C1OC)C)C1=CC(=C(C(=O)O)C=C1)F 4-[(2S,4S)-4-cyclopropyl-1-[(5-methoxy-7-methyl-1H-indol-4-yl)methyl]piperidine-2-yl]-2-fluorobenzoic acid